FC1=CC(=C(C=C1)C=1C=C2C(=NC1)NC(N2CCN2CCCC2)=O)C 6-(4-fluoro-2-methyl-phenyl)-1-(2-pyrrolidin-1-ylethyl)-3H-imidazo[4,5-b]pyridin-2-one